NC1=NC(=C(C=2N1C(N(N2)CC=2NC(C(=CC2)F)=O)=O)C2=CC(=NC(=C2)C)C)C2=CC=CC=C2 5-amino-8-(2,6-dimethyl-4-pyridinyl)-2-[(5-fluoro-6-oxo-1H-pyridin-2-yl)methyl]-7-phenyl-[1,2,4]triazolo[4,3-c]pyrimidin-3-one